6-Chloro-3-((1-(3-(4,4-dimethylpiperidin-1-yl)-2,7-dimethyl-1-oxo-1,2-dihydroisoquinolin-5-yl)ethyl)amino)picolinic acid ClC1=CC=C(C(=N1)C(=O)O)NC(C)C1=C2C=C(N(C(C2=CC(=C1)C)=O)C)N1CCC(CC1)(C)C